tert-butyl N-{6-[(2S)-2-[(tert-butoxycarbonyl)amino]propyl]-7-methylthieno[3,2-c]pyridazin-4-yl}-N-[(3-methoxythiophen-2-yl)methyl]carbamate C(C)(C)(C)OC(=O)N[C@H](CC1=C(C=2N=NC=C(C2S1)N(C(OC(C)(C)C)=O)CC=1SC=CC1OC)C)C